[N+](=O)([O-])C1=NC(=CC(=C1OC)[N+](=O)[O-])[N+](=O)[O-] 2,4,6-trinitro-3-methoxypyridine